C(C)(C)(C)NC(=O)N1CC=2N(CC1)C(=C(C2C(=O)N)C2=CC(=CC=C2)C)C2CC2 N2-tert-butyl-6-cyclopropyl-7-(3-methylphenyl)-3,4-dihydropyrrolo[1,2-a]pyrazine-2,8(1H)-dicarboxamide